N-(2-methoxy-4-methyl-benzyl)-oxalamic acid ethyl ester C(C)OC(C(=O)NCC1=C(C=C(C=C1)C)OC)=O